ClC1=NN2C(N=CC3=C2C(CC3C(=O)NC=3C=NC(=C(C3)Cl)N3N=CN=N3)(C)C)=C1 2-chloro-N-(5-chloro-6-(2H-tetrazol-2-yl)pyridin-3-yl)-8,8-dimethyl-7,8-dihydro-6H-cyclopenta[e]pyrazolo[1,5-a]pyrimidine-6-carboxamide